tert-butyl 9-(4-amino-5-(5-cyclopropoxypyrimidin-2-yl)-7-methyl-7H-pyrrolo[2,3-d]pyrimidin-6-yl)-3-azaspiro[5.5]undec-8-ene-3-carboxylate NC=1C2=C(N=CN1)N(C(=C2C2=NC=C(C=N2)OC2CC2)C2=CCC1(CCN(CC1)C(=O)OC(C)(C)C)CC2)C